(2S,3R)-3-[2-(2-amino-1,3-thiazol-5-yl)ethyl]-4-oxoazetidine-2-carboxylic acid benzyl ester C(C1=CC=CC=C1)OC(=O)[C@H]1NC([C@@H]1CCC1=CN=C(S1)N)=O